Bis[silacyclobutyl-{2-(5-methyl-2-furyl)-4-phenyl-5-methyl-1-indenyl}{2,5-dimethyl-4-phenyl-1-indenyl}]zirconium dichloride [Cl-].[Cl-].[SiH]1(CCC1)C1=C(C(=C2C(=C(C(C2=C1)[Zr+2]C1C(=C(C2=C(C(=C(C=C12)[SiH]1CCC1)C)C1=CC=CC=C1)C1C(=CC2=C(C(=CC=C12)C)C1=CC=CC=C1)C=1OC(=CC1)C)C)C)C1C(=CC2=C(C(=CC=C12)C)C1=CC=CC=C1)C=1OC(=CC1)C)C1=CC=CC=C1)C